methoxy-1,12-dihydro-14H-pyrano[3',4':6,7]indolizino[1,2-b]quinoline-3,14(4H)-dione COC1OC(CC2=C1C(N1CC=3C(=NC=4C=CC=CC4C3)C1=C2)=O)=O